(R)-1-(2,4,5-trifluoro-phenyl)ethyl(1-methyl-4-(6-methyl-5-(methyl-sulfonamido)pyridin-2-yl)-1H-1,2,3-triazol-5-yl)carbamate FC1=C(C=C(C(=C1)F)F)[C@@H](C)N(C([O-])=O)C1=C(N=NN1C)C1=NC(=C(C=C1)NS(=O)(=O)C)C